C1CCCCCCCCCCCCCCCO1 hexadecamethylene ether